N-(3,5-difluoro-4-((7-methoxy-6-(1-methyl-cyclopropoxy)quinolin-4-yl)oxy)phenyl)-4-methoxynicotinamide FC=1C=C(C=C(C1OC1=CC=NC2=CC(=C(C=C12)OC1(CC1)C)OC)F)NC(C1=CN=CC=C1OC)=O